COC=1C=C2CCNCC2=CC1NC1=NC=2C=C(C=C(C2C=N1)N)C=1C=NC=CC1C N~2~-(6-methoxy-1,2,3,4-tetrahydroisoquinolin-7-yl)-7-(4-methylpyridin-3-yl)quinazoline-2,5-diamine